C(#N)C1(CN(C1)C(=O)OC(C)(C)C)C(NC=1C=NC(=CC1)C=1N=NN(C1NC(=O)O[C@H](C)C=1C(=NC=C(C1)F)F)C)=O tert-butyl (R)-3-cyano-3-((6-(5-(((1-(2,5-difluoropyridin-3-yl)ethoxy)carbonyl) amino)-1-methyl-1H-1,2,3-triazol-4-yl)pyridin-3-yl)carbamoyl)azetidine-1-carboxylate